FC1=C(C=C(C=C1)NC(=O)[C@@H]1[C@@H](C2CCC1C2=C(C)C)NC(=O)C=2C(=NC=NC2)OC)C(F)(F)F N-[(2R,3S)-3-{[4-fluoro-3-(trifluoromethyl)phenyl]carbamoyl}-7-(propan-2-ylidene)bicyclo[2.2.1]heptan-2-yl]-4-methoxypyrimidine-5-carboxamide